5-tert-butyl-N-[[2-methyl-4-[6-(4,4,5,5-tetramethyl-1,3,2-dioxaborolan-2-yl)pyrrolo[2,1-f][1,2,4]triazin-4-yl]phenyl]methyl]-1,2,4-oxadiazole-3-carboxamide C(C)(C)(C)C1=NC(=NO1)C(=O)NCC1=C(C=C(C=C1)C1=NC=NN2C1=CC(=C2)B2OC(C(O2)(C)C)(C)C)C